(6-(2-chloro-5-fluorophenyl)-3-(hydroxymethyl)-2-methyl-8-oxo-2,6,7,8-tetrahydropyrrolo[3,4-g]indazol-5-yl)-3-fluoro-5-(trifluoromethyl)benzamide ClC1=C(C=C(C=C1)F)C1NC(C2=C1C(=CC1=C(N(N=C21)C)CO)C2=C(C(=O)N)C=C(C=C2F)C(F)(F)F)=O